tert-butyl 4-((4-(ethoxycarbonyl)-1H-pyrazol-1-yl)methyl)piperidine-1-carboxylate C(C)OC(=O)C=1C=NN(C1)CC1CCN(CC1)C(=O)OC(C)(C)C